BrC=1C=CC(=NC1)NC(=O)C1=CC=C(C=C1)C1=CC=C(C=C1)C(=O)OC methyl 4'-[(5-bromopyridin-2-yl) carbamoyl]-[1,1'-biphenyl]-4-carboxylate